1-(tert-butyl) 4-methyl 2-(diethoxyphosphoryl)succinate C(C)OP(=O)(OCC)C(C(=O)OC(C)(C)C)CC(=O)OC